7-(4-iodobutyloxy)-3,4-dihydro-2(1H)-quinolinone ICCCCOC1=CC=C2CCC(NC2=C1)=O